[SH2]=N sulfimide